OC[C@H](C1=CC=CC=C1)NC(=O)C=1C=2C[C@@H]3[C@H](C2N(N1)C1=C(C=C(C=C1)F)F)C3 (1aR,5aR)-2-(2,4-Difluoro-phenyl)-1a,2,5,5a-tetrahydro-1H-2,3-diaza-cyclopropa[a]pentalene-4-carboxylic acid ((S)-2-hydroxy-1-phenyl-ethyl)-amide